(6-amino-3-bromo-2-chloro-phenyl)-(2-fluoro-5-methoxy-phenyl)methanone NC1=CC=C(C(=C1C(=O)C1=C(C=CC(=C1)OC)F)Cl)Br